6-tert-butyl-2-methyl-4-phenyl-1H-inden C(C)(C)(C)C1=CC(=C2C=C(CC2=C1)C)C1=CC=CC=C1